ClC=1C=C(C=CC1F)NC1=NC=NC2=CC(=C(C=C12)OCCCN1CCN(CC1)CC=1C=C2C(N(C(C2=CC1F)=O)C1C(NC(CC1)=O)=O)=O)OC 5-((4-(3-((4-((3-chloro-4-fluorophenyl)amino)-7-methoxyquinazolin-6-yl)oxy)propyl)piperazin-1-yl)methyl)-2-(2,6-dioxopiperidin-3-yl)-6-fluoroisoindoline-1,3-dione